FC1=C2C=CC=NC2=CC(=C1C(C)N1C=NC=2C1=NC(=CN2)C2=CC=CC=C2)F 5,7-difluoro-6-(1-(6-phenyl-1H-imidazo[4,5-b]pyrazin-1-yl)ethyl)quinoline